2-((1R,4S)-2-oxabicyclo[2.2.1]heptan-4-yl)-7-isopropoxy-N-(pyrazolo[1,5-a]pyrimidin-3-yl)imidazo[1,2-a]pyridine-6-carboxamide [C@@H]12OC[C@@](CC1)(C2)C=2N=C1N(C=C(C(=C1)OC(C)C)C(=O)NC=1C=NN3C1N=CC=C3)C2